COC1=CC=C(C=C1)C1=NN2C(=NC=3C(=CC=CC3C2=N1)S(=O)(=O)C(C)C)N[C@H]1C(NCCN(C1)C(=O)OCC1=CC=CC=C1)=O benzyl (6R)-6-{[2-(4-methoxyphenyl)-7-(propane-2-sulfonyl)[1,2,4]triazolo[1,5-c]quinazolin-5-yl]amino}-5-oxo-1,4-diazepane-1-carboxylate